N-furfuryl-1,2-ethandiamine C(C1=CC=CO1)NCCN